COC(=O)C1=C(SC(=C1C)C(N)=O)NC(C(CC)C1=CC=C(C=C1)C)=O carbamoyl-4-methyl-2-(2-(p-tolyl)butyrylamino)thiophene-3-carboxylic acid methyl ester